NC=1C=C2C(=NNC2=C2C1C(N(C2=O)CC2=CC=C(C=C2)OC)(O)C2=C(C=CC(=C2)F)Cl)OC 5-amino-6-(2-chloro-5-fluorophenyl)-6-hydroxy-3-methoxy-7-[(4-methoxyphenyl)methyl]-1,6,7,8-tetrahydropyrrolo[4,3-g]indazol-8-one